C(C)C=1C(=NC=CC1)OCC(C(=O)NC1CCN(CC1)C)(C)C 3-((3-ethylpyridin-2-yl)oxy)-2,2-dimethyl-N-(1-methylpiperidin-4-yl)propanamide